tert-butyl 4-(3-(3-bromo-2-methylphenoxy)propyl)-3,3-difluoropiperidine-1-carboxylate BrC=1C(=C(OCCCC2C(CN(CC2)C(=O)OC(C)(C)C)(F)F)C=CC1)C